[Fe].[Na] sodium iron salt